N1(CCC1)C1=CC2=C(C=C(O2)C(=O)NS(=O)(=O)C2=C(OCC3CCN(CC3)C(=O)OC(C)(C)C)C=CC(=C2)C(C)(C)C)C(=C1)F tert-butyl 4-((2-(N-(6-(azetidin-1-yl)-4-fluorobenzofuran-2-carbonyl)sulfamoyl)-4-(tert-butyl)phenoxy)methyl)piperidine-1-carboxylate